2-{6-[(3R)-(tert-butylamino)pyrrolidin-1-yl]pyridazin-3-yl}-5-(1-methyl-1H-pyrazol-3-yl)pyridin-3-ol C(C)(C)(C)NC1N(CCC1)C1=CC=C(N=N1)C1=NC=C(C=C1O)C1=NN(C=C1)C